2-fluoro-2-((4-fluoro-1-(4-fluorobenzyl)piperidin-4-yl)methyl)-5,6-dimethoxy-2,3-dihydrobenzothiophene 1,1-dioxide FC1(S(C2=C(C1)C=C(C(=C2)OC)OC)(=O)=O)CC2(CCN(CC2)CC2=CC=C(C=C2)F)F